O=C1C(=C(CC(C)(C)C1)C)[2H] isophorone-d